4-(3-phenyl-2-(3-phenylacrylamido)propionamido)benzoic acid C1(=CC=CC=C1)CC(C(=O)NC1=CC=C(C(=O)O)C=C1)NC(C=CC1=CC=CC=C1)=O